7-((1S)-1-(2-(amino-methyl)-6-oxo-5-oxa-7-azaspiro[3.4]octan-7-yl)ethyl)-3-(5-fluoro-6-oxo-1,6-dihydropyridin-3-yl)-1H-indole-2-carboxylic acid NCC1CC2(C1)OC(N(C2)[C@@H](C)C=2C=CC=C1C(=C(NC21)C(=O)O)C2=CNC(C(=C2)F)=O)=O